(S)-2-((2,2-dimethyltetrahydro-2H-pyran-4-yl)methyl)-6-((1-methyl-3-(trifluoromethyl)-1H-pyrazol-5-yl)sulfonyl)-2,6-diazaspiro[3.3]heptane CC1(OCC[C@@H](C1)CN1CC2(C1)CN(C2)S(=O)(=O)C2=CC(=NN2C)C(F)(F)F)C